O1CCN(CC1)C1=NC(=C2C=CC=NC2=C1)OC1CCC(CC1)NC1=CC=NC=C1 N-((1s,4s)-4-((7-morpholino-1,6-naphthyridin-5-yl)oxy)cyclohexyl)pyridin-4-amine